5-(isobutoxymethyl)quinoline tert-butyl-3-(2-(diethoxyphosphoryl)ethyl)azetidine-1-carboxylate C(C)(C)(C)OC(=O)N1CC(C1)CCP(=O)(OCC)OCC.C(C(C)C)OCC1=C2C=CC=NC2=CC=C1